NC=1C=2N(C3=CC(=C(C=C3N1)F)C(=O)N(C)[C@@H]1COC3=C1C=CC(=C3)C3CC(C3)(F)F)C=NC2 (S)-4-amino-N-(6-(3,3-difluorocyclobutyl)-2,3-dihydrobenzofuran-3-yl)-7-fluoro-N-methylimidazo[1,5-a]quinoxaline-8-carboxamide